FC(C(=O)N1CCC(CC1)=O)(F)F 1-(2,2,2-trifluoroacetyl)piperidin-4-one